N-{[(2R)-1,4-Dioxan-2-yl]methyl}-4-methyl-2-[(pyridin-2-yl)methyl]-8-(trifluoromethyl)-4,5-dihydro-2H-furo[2,3-g]indazol-7-carboxamid O1[C@@H](COCC1)CNC(=O)C1=C(C2=C(CC(C3=CN(N=C23)CC2=NC=CC=C2)C)O1)C(F)(F)F